N-(amino(4-(2-hydroxypropan-2-yl)-5-methylthiophen-2-yl)(oxo)-λ6-sulfaneylidene)-2-(3-fluoro-2,6-diisopropyl-phenyl)acetamide NS(=NC(CC1=C(C(=CC=C1C(C)C)F)C(C)C)=O)(=O)C=1SC(=C(C1)C(C)(C)O)C